4-nitrophenyl ((1S,2S)-2-(pyridin-2-yldisulfanyl)cyclohexyl) Carbonate C(OC1=CC=C(C=C1)[N+](=O)[O-])(O[C@@H]1[C@H](CCCC1)SSC1=NC=CC=C1)=O